benzyl (S)-2-(((4-((1R,5S)-3,8-diazabicyclo[3.2.1]octan-3-yl)-8-fluoro-7-(3-hydroxynaphthalen-1-yl)quinazolin-2-yl)oxy)methyl)pyrrolidine-1-carboxylate [C@H]12CN(C[C@H](CC1)N2)C2=NC(=NC1=C(C(=CC=C21)C2=CC(=CC1=CC=CC=C21)O)F)OC[C@H]2N(CCC2)C(=O)OCC2=CC=CC=C2